methyl 2-[4-[4,6-bis(2,4-di-methylphenyl)-1,3,5-triazin-2-yl]-3-hydroxy-phenoxy]butanoate CC1=C(C=CC(=C1)C)C1=NC(=NC(=N1)C1=C(C=C(C=C1)C)C)C1=C(C=C(OC(C(=O)OC)CC)C=C1)O